(S)-3-(2-(aminomethyl)phenyl)-2-((tert-butoxycarbonyl)amino)propionic acid NCC1=C(C=CC=C1)C[C@@H](C(=O)O)NC(=O)OC(C)(C)C